4-(2-(8-(2,6-dimethylpyridin-4-yl)-5,5-dimethyl-1,3,4,5-tetrahydro-2H-benzo[c]azepin-2-yl)ethyl)-2-methylthiazole CC1=NC(=CC(=C1)C=1C=CC2=C(CN(CCC2(C)C)CCC=2N=C(SC2)C)C1)C